C1(CC1)CN([C@H]1CNCC1)C (R)-N-(cyclopropylmethyl)-N-methylpyrrolidin-3-amine